COC(=O)N1CCC2(CN(C(N2CC2=CC(=CC=C2)OC)=O)C2=CC=C(C=C2)C=2C=NNC2)CC1 3-(4-(1H-pyrazol-4-yl)phenyl)-1-(3-methoxybenzyl)-2-oxo-1,3,8-triazaspiro[4.5]decane-8-carboxylic acid methyl ester